FC1(CN(C1)C(C(=C)F)=O)COC(=O)N1CCC(CC1)NC1=CC(=NC=2N1N=CC2C(C)C)C=2CCOCC2 4-((5-(3,6-dihydro-2H-pyran-4-yl)-3-isopropylpyrazolo[1,5-a]pyrimidin-7-yl)amino)piperidine-1-carboxylic acid (3-fluoro-1-(2-fluoroacryloyl)azetidine-3-yl)methyl ester